2,2-bis{3-t-butyl-4-(2-hydroxyethoxy)phenyl}propane C(C)(C)(C)C=1C=C(C=CC1OCCO)C(C)(C)C1=CC(=C(C=C1)OCCO)C(C)(C)C